tert-butyl 3-((8-((2-(1H-pyrazol-1-yl)benzyl)(tert-butoxycarbonyl)amino)-3-isopropylimidazo[1,2-a]pyrazin-6-yl)thio)piperidine-1-carboxylate N1(N=CC=C1)C1=C(CN(C=2C=3N(C=C(N2)SC2CN(CCC2)C(=O)OC(C)(C)C)C(=CN3)C(C)C)C(=O)OC(C)(C)C)C=CC=C1